CC1=C(C(=O)NC2=CC=C(C=C2)S(=O)(=O)NC(C)C=2C=C(C(=O)O)C=CC2)C=CC=C1 3-(1-(4-(2-methylbenzoylamino)benzenesulfonylamino)ethyl)benzoic acid